2,2-di-(tert-butylperoxy)-butane C(C)(C)(C)OOC(C)(CC)OOC(C)(C)C